ethyl 2-((4-fluoro-2-methoxyphenyl)-amino)-5-(trifluoro-methyl)benzoate FC1=CC(=C(C=C1)NC1=C(C(=O)OCC)C=C(C=C1)C(F)(F)F)OC